N-(6-(4-cyclopropyl-4H-1,2,4-triazol-3-yl)pyridin-2-yl)-7-fluoro-2-oxo-2,3,4,5-tetrahydro-1H-benzo[b]azepine-8-carboxamide C1(CC1)N1C(=NN=C1)C1=CC=CC(=N1)NC(=O)C=1C(=CC2=C(NC(CCC2)=O)C1)F